C1=C(C=CC2=CC=CC=C12)S(=O)(=O)ON=C(C1=CC=C(C=C1)OC)C#N α-(2-naphthylsulfonyloxyimino)-4-methoxybenzyl cyanide